ClC=1C(=C(C=CC1)C1(NC=NC2=CC(=C(C=C12)N)C#CC1[C@@H]2CN(C[C@H]12)C)N)F 4-(3-chloro-2-fluorophenyl)-7-(((1r,5s,6s)-3-methyl-3-azabicyclo[3.1.0]hexane-6-yl)ethynyl)-quinazoline-4,6-diamine